C(CC)C(=O)O hydroxy propyl ketone